C(C1=CC=CC=C1)(=O)C1=NC=CC=C1 2-benzoylpyridine